1-(3-chloropyridin-2-yl)-5-(trichloromethyl)-3-((5-(trifluoromethyl)-2H-tetrazol-2-yl)methyl)-4,5-dihydro-1H-pyrazol-5-ol ClC=1C(=NC=CC1)N1N=C(CC1(O)C(Cl)(Cl)Cl)CN1N=C(N=N1)C(F)(F)F